ClC1=CC=NC2=CN=C(C=C12)Cl 4,6-dichloro-1,7-naphthyridine